3-methoxy-1-methyl-5-(4,4,5,5-tetramethyl-1,3,2-dioxaborolan-2-yl)-1H-pyrazole COC1=NN(C(=C1)B1OC(C(O1)(C)C)(C)C)C